FCC1CN(C1)CCCN1C(C=CC=C1)=O 1-(3-(3-(fluoromethyl)azetidin-1-yl)propyl)pyridin-2(1H)-one